OC(=O)C(F)(F)F.N1=C(C=CC=C1)C#N pyridinenitrile TFA salt